C1(=CC(=CC(=C1)C)C)PC1=CC(=CC(=C1)C)C bis(3,5-xylyl)phosphine